phenylphosphonic acid, diphenyl ester phosphonate P(O)(O)=O.C1(=CC=CC=C1)P(OC1=CC=CC=C1)(OC1=CC=CC=C1)=O